methyl (S)-4-(5-(3-((2-(4-ethoxy-4-oxobutanoyl)-6-methoxyisoindolin-5-yl) oxy) propoxy)-6-methoxyisoindolin-2-yl)-2-methyl-4-oxobutanoate C(C)OC(CCC(=O)N1CC2=CC(=C(C=C2C1)OCCCOC=1C=C2CN(CC2=CC1OC)C(C[C@@H](C(=O)OC)C)=O)OC)=O